2-((2S,4S)-4-hydroxy-6-oxotetrahydro-2H-pyran-2-yl)acetonitrile O[C@H]1C[C@@H](OC(C1)=O)CC#N